5-(1,3-thiazol-5-yl)benzamide S1C=NC=C1C=1C=CC=C(C(=O)N)C1